ClC1=NN2C(C(=N1)NCC1=C(C=NC=C1)F)=CC=C2C 2-chloro-N-((3-fluoropyridin-4-yl)methyl)-7-methylpyrrolo[2,1-f][1,2,4]triazin-4-amine